3-(5-chloro-4-nitro-pyrazol-1-yl)-4,4-difluoro-piperidine-1-carboxylic acid tert-butyl ester C(C)(C)(C)OC(=O)N1CC(C(CC1)(F)F)N1N=CC(=C1Cl)[N+](=O)[O-]